4-((2,6-dichloro-9H-purin-9-yl)sulfonyl)morpholine ClC1=NC(=C2N=CN(C2=N1)S(=O)(=O)N1CCOCC1)Cl